[Si](C)(C)(C(C)(C)C)OC[C@@H]1CC(C(C(N1C(=O)OC(C)(C)C)=O)(C)C)=O tert-butyl (S)-6-(((tert-butyldimethylsilyl)oxy)methyl)-3,3-dimethyl-2,4-dioxopiperidine-1-carboxylate